C(CCC)OCCOCOC=CCC 1-((2-Butoxyethoxy)methoxy)butaneN